1-(2,4-dimethoxy-5-methylsulfanyl-phenyl)propan-2-amine COC1=C(C=C(C(=C1)OC)SC)CC(C)N